5-hydroxy-1-ethyl-N-(isoxazol-4-yl)-6-oxo-1,6-dihydropyrimidine-4-carboxamide OC1=C(N=CN(C1=O)CC)C(=O)NC=1C=NOC1